C(C)(C)(C)OC(=O)N(C(CC(=O)O)COC)CCOC 3-[tert-butoxycarbonyl-(2-methoxyethyl)amino]-4-methoxybutyric acid